6-chloro-2-(5-(2,2-difluoro-1-methoxyethyl)-4H-1,2,4-triazol-3-yl)-3-(1H-imidazol-1-yl)-5-methoxy-1-methyl-1H-pyrrolo[3,2-b]pyridine ClC=1C=C2C(=NC1OC)C(=C(N2C)C2=NN=C(N2)C(C(F)F)OC)N2C=NC=C2